3-(3-Methyl-2-oxo-5-{4-[(1s,4s)-4-(piperazin-1-yl)cyclohexyl]phenyl}-1,3-benzodiazol-1-yl)piperidine-2,6-dione trifluoroacetate FC(C(=O)O)(F)F.CN1C(N(C2=C1C=C(C=C2)C2=CC=C(C=C2)C2CCC(CC2)N2CCNCC2)C2C(NC(CC2)=O)=O)=O